1'-(6-amino-5-((2-amino-3-chloropyridin-4-yl)thio)pyrazin-2-yl)-6-(1H-tetrazol-5-yl)-1,3-dihydrospiro[indene-2,4'-piperidin]-1-amine NC1=C(N=CC(=N1)N1CCC2(CC1)C(C1=CC(=CC=C1C2)C2=NN=NN2)N)SC2=C(C(=NC=C2)N)Cl